3,3'-diamino-p-terphenyl NC=1C=C(C=CC1)C1=CC(=C(C=C1)C1=CC=CC=C1)N